[Si](C1=CC=CC=C1)(C1=CC=CC=C1)(C(C)(C)C)OCC1(CC1)C=O 1-{[(tert-butyldiphenylsilyl)oxy]methyl}cyclopropane-1-carbaldehyde